CN(C1(CCC2(CN(C(N2)=O)C2=C(OCC(=O)N)C=CC=C2)CC1)C1=CC=CC=C1)C cis-2-[2-(8-dimethylamino-2-oxo-8-phenyl-1,3-diazaspiro[4.5]decan-3-yl)-phenoxy]-acetamide